(2-(trifluoromethyl)phenyl)-1H-benzo[d]imidazole FC(C1=C(C=CC=C1)N1C=NC2=C1C=CC=C2)(F)F